C/C=C(\\C)/C(=O)O[C@H]1[C@]2(C[C@@]3([C@]1([C@H](C4=C5[C@H](C(=O)O[C@H]([C@@]5(CC[C@@H]4[C@@]3([C@H]2CC(=O)OC)C)C)C6=COC=C6)O)OC(=O)C(C)C)OC(=O)C)OC(=O)C)C The molecule is a limonoid that is the 1,2-diacetyl derivative of trichagmalin C. It has been isolated from Trichilia connaroides. It has a role as a plant metabolite. It is a delta-lactone, a bridged compound, a member of furans, a limonoid, an organic heteropentacyclic compound, an acetate ester and a methyl ester. It derives from an isobutyric acid, a tiglic acid and a trichagmalin C.